4-[1-(1H-pyrazol-1-yl)ethyl]piperidine trifluoroacetate salt FC(C(=O)O)(F)F.N1(N=CC=C1)C(C)C1CCNCC1